(7S)-3-{2-[(3S)-3-Acetamidopyrrolidin-1-yl]-2-oxoethyl}-7-methyl-2-[2-(1H-pyrazol-1-yl)ethyl]-3H,6H,7H,8H,9H-imidazo[4,5-f]chinolin C(C)(=O)N[C@@H]1CN(CC1)C(CN1C(=NC2=C3CC[C@@H](NC3=CC=C21)C)CCN2N=CC=C2)=O